ClC1=C(C=CC(=C1)C(F)(F)F)C(C)NC(=O)OC(C(=O)OC(C)C)CC1=NC=CC=N1 Isopropyl 2-[1-[2-chloro-4-(trifluoromethyl)phenyl]ethylcarbamoyloxy]-3-pyrimidin-2-yl-propaneate